ClC1=C(C=CC=C1)S(=O)(=O)NC(=O)C=1N=NN(C1C)C1=CC(=CC(=C1)Cl)Cl N-((2-chlorophenyl)sulfonyl)-1-(3,5-dichlorophenyl)-5-methyl-1H-1,2,3-triazole-4-carboxamide